3-(1-oxo-5-(((S)-pyrrolidin-3-yl)oxy)isoindolin-2-yl)piperidine-2,6-dione hydrochloride Cl.O=C1N(CC2=CC(=CC=C12)O[C@@H]1CNCC1)C1C(NC(CC1)=O)=O